3,3'-(((((5-(2-carboxy-2-(pyrrolidin-3-yl)ethyl)-1H-benzo[d]imidazol-2-yl)methyl)azanediyl)bis(methylene))bis(3,1-phenylene))bis(2-(pyrrolidin-3-yl)propanoic acid) C(=O)(O)C(CC1=CC2=C(NC(=N2)CN(CC=2C=C(C=CC2)CC(C(=O)O)C2CNCC2)CC=2C=C(C=CC2)CC(C(=O)O)C2CNCC2)C=C1)C1CNCC1